2,3-dichloro-4-(4-(4,4-difluoropiperidine-1-carbonyl)-2-(5-(2-hydroxypropan-2-yl)-1,3,4-oxadiazol-2-yl)thiazol-5-yl)benzene-1-sulfonyl chloride ClC1=C(C=CC(=C1Cl)C1=C(N=C(S1)C=1OC(=NN1)C(C)(C)O)C(=O)N1CCC(CC1)(F)F)S(=O)(=O)Cl